CC=1C(=NN2C1CN(CCC2)C(=O)OC(C)(C)C)C(=O)OC 5-tert-butyl 2-methyl 3-methyl-7,8-dihydro-4H-pyrazolo[1,5-a][1,4]diazepine-2,5(6H)-dicarboxylate